methyl N-(1-((1,2-dibromoethyl) sulfonyl) piperidine-4-carbonyl)-N-methyl-L-valinate BrC(CBr)S(=O)(=O)N1CCC(CC1)C(=O)N([C@@H](C(C)C)C(=O)OC)C